[Na].CO[SiH](OC)OC trimethoxysilane sodium salt